COC=1C=C(C=CC1)C=1C=C2CCNC2=CC1 5-(3-methoxyphenyl)indoline